2-Fluoro-3-(1-hydroxyethyl)-5-(3-methyl-5-(7-oxa-4-azaspiro[2.5]octan-4-yl)-1H-pyrazolo[3,4-c]pyridin-1-yl)phenol FC1=C(C=C(C=C1C(C)O)N1N=C(C=2C1=CN=C(C2)N2C1(CC1)COCC2)C)O